FCCC1=C2C=CC=CC2=CC=C1 5-(2-fluoroethyl)naphthalene